tert-butyl N-[1-(4-acetylcyclohexyl)-3-(difluoromethyl)pyrazol-4-yl]carbamate C(C)(=O)C1CCC(CC1)N1N=C(C(=C1)NC(OC(C)(C)C)=O)C(F)F